2-fluoro-N-((2S)-1-(7-(4-fluorophenyl)-9-methyl-10-oxo-3,9-diazaspiro[5.5]undecan-3-yl)-3-methyl-1-oxobutan-2-yl)-5-(trifluoromethyl)benzamide FC1=C(C(=O)N[C@H](C(=O)N2CCC3(CC2)C(CN(C(C3)=O)C)C3=CC=C(C=C3)F)C(C)C)C=C(C=C1)C(F)(F)F